N=1NN=NC1C1=C(C=CC=C1)B(O)O 2-(2H-TETRAZOL-5-YL)-PHENYLBORONIC ACID